C1(=C(C=CC=C1)C1=NNC2=CC=C(C=C12)C(=O)N1C[C@@H](CC1)N(C)C)C1=CC=CC=C1 (R)-(3-([1,1'-Biphenyl]-2-yl)-1H-indazol-5-yl)(3-(dimethylamino)pyrrolidin-1-yl)methanone